CN(C(=O)C1CCC(CC1)C(=O)N(C)C)C N,N,N',N'-tetramethyl-1,4-cyclohexanedicarboxamide